NC1=C(C=C(C=N1)C1=CC=C(C(=O)N2CCN(CC2)C(C)=O)C=C1)OCC1=C(C=CC=C1)C(F)(F)F 1-(4-{4-[6-amino-5-(2-trifluoromethyl-benzyloxy)-pyridin-3-yl]-benzoyl}-piperazin-1-yl)-ethanone